N-(3-(6-(3-fluoro-4-(pyridin-2-yloxy)phenyl)quinazolin-8-yl)phenyl)acrylamide FC=1C=C(C=CC1OC1=NC=CC=C1)C=1C=C2C=NC=NC2=C(C1)C=1C=C(C=CC1)NC(C=C)=O